ClC1=CC=2N(N=C3C2[C@H]2C4=C(C(N([C@@H]3C2)C([2H])([2H])[2H])=O)C=CC=C4O)C=C1 (7R,14S)-12-chloro-1-hydroxy-6-(methyl-d3)-6,7-dihydro-7,14-methanobenzo[c]pyrido[1',2':1,5]pyrazolo[4,3-f]azocin-5(14H)-one